2-methyl-2-(1H-pyrrol-2-yl)propane-1-thiol CC(CS)(C)C=1NC=CC1